pyrimidine-4-carboxamide methyl-(2S)-1-isopropylpyrrolidine-2-carboxylate COC(=O)[C@H]1N(CCC1)C(C)C.N1=CN=C(C=C1)C(=O)N